C(C)C1(C(C2=CC=C(C=C2C1)C1=CC=C(C=C1)F)NC(O[C@@H]1CN2CCC1CC2)=O)CC (S)-quinuclidin-3-yl (2,2-diethyl-5-(4-fluorophenyl)-2,3-dihydro-1H-inden-1-yl)carbamat